2-ethoxy-1-methyl-1H-imidazol C(C)OC=1N(C=CN1)C